C(C)(C)[Mg]Cl i-propylmagnesium chloride